gamma-carboxypropyl-trimethoxysilane C(=O)(O)CCC[Si](OC)(OC)OC